COC1=NC=CC2=C1N=C(N=C2N2CCC1(CCN(C1)C)CC2)C2=CC=NC=C2 8-methoxy-4-(2-methyl-2,8-diazaspiro[4.5]decan-8-yl)-2-(pyridin-4-yl)pyrido[3,4-d]pyrimidine